P(SC1=CC=CC=C1)(SCCCCCCCCCCCCCCCCCC)SCCCCCCCCCCCCCCCCCC phenyl distearyl trithiophosphite